CNC(=O)C1=NC=CC(=C1)NC(O[C@@H](COC1=CC2=C(N=C(S2)C2=C3N=CC(=NC3=CC(=C2)C)OC)C(=C1F)Cl)C)=O (R)-1-((4-chloro-5-fluoro-2-(2-methoxy-7-methylquinoxalin-5-yl)benzo[d]thiazol-6-yl)oxy)propan-2-yl (2-(methylcarbamoyl)pyridin-4-yl)carbamate